C1(CC1)N1N=CC(=C1)[C@@H]1OCC[C@@H](C1)C1=NC2=NC(=C(N=C2C(=N1)C1=C(C=C(C=C1)C1CC1)F)C)C 2-((2R,4S)-2-(1-cyclopropyl-1H-pyrazol-4-yl)tetrahydro-2H-pyran-4-yl)-4-(4-cyclopropyl-2-fluorophenyl)-6,7-dimethyl-pteridine